C(C)(C)(C)C1=C(C(=C(C(=C1)C(C)(C)C)O)C)C 4,6-di-tert-butyl-2,3-xylenol